(1S,2S)-N-[8-amino-6-(2-ethylpyrrolidin-1-yl)-2,7-naphthyridin-3-yl]2-fluoro-cyclopropanecarboxamide NC=1N=C(C=C2C=C(N=CC12)NC(=O)[C@H]1[C@H](C1)F)N1C(CCC1)CC